CN1C2=C(C=3C=CC(=CC13)OC1=CC=CC=C1)CCNCC2 6-methyl-8-phenoxy-1,2,3,4,5,6-hexahydroazepino[4,5-b]indole